2,5-dioxopyrrolidin-1-yl (S)-4-((4-((2-(2-cyano-4,4-difluoropyrrolidin-1-yl)-2-oxoethyl) carbamoyl) quinolin-8-yl) amino)-4-oxobutanoate C(#N)[C@H]1N(CC(C1)(F)F)C(CNC(=O)C1=CC=NC2=C(C=CC=C12)NC(CCC(=O)ON1C(CCC1=O)=O)=O)=O